2-chloro-4-((1-cyclopropyl-3-(3,3-difluorocyclobutyl)-1H-pyrazol-4-yl)oxy)pyridine ClC1=NC=CC(=C1)OC=1C(=NN(C1)C1CC1)C1CC(C1)(F)F